ClC=1C=C2C(C(=CN(C2=CC1N1[C@H](CCC1)COC1=C(C=C2C(=N1)C=CN2C)Cl)C=2C=NC(=CC2)N2CC(C2)N(C)C)C(=O)O)=O 6-chloro-7-[(2R)-2-[([6-chloro-1-methyl-pyrrolo[3,2-b]pyridin-5-yl]oxy)methyl]pyrrolidin-1-yl]-1-[6-[3-(dimethyl-amino)azetidin-1-yl]pyridin-3-yl]-4-oxoquinoline-3-carboxylic acid